3-Methoxy-N-(2-(3-(4-(pyrazolo[1,5-b]pyridazin-3-yl)-1H-pyrrolo[2,3-b]pyridin-2-yl)pyrrolidine-1-carbonyl)phenyl)propanamide formate salt C(=O)O.COCCC(=O)NC1=C(C=CC=C1)C(=O)N1CC(CC1)C1=CC=2C(=NC=CC2C=2C=NN3N=CC=CC32)N1